O=C(C(C)C1CC(CC1)C(C(=O)OC)C(=O)OC)CC DIMETHYL 3-(3-OXO-2-PENTYL)CYCLOPENTYLMALONATE